(+-)-4-HEXANOLIDE C1(CC[C@@H](CC)O1)=O |r|